C12(CC(C1)(C2)C(=O)OC)C(=O)ON2C(C1=CC=CC=C1C2=O)=O 1-(1,3-dioxoisoindolin-2-yl) 3-methyl bicyclo[1.1.1]pentane-1,3-dicarboxylate